9H-fluoren-9-ylmethyl {9,14-bis[(9H-fluoren-9-ylmethoxy)carbonyl]-2,2-dimethyl-4-oxo-3-oxa-5,9,14-triazaheptadecan-17-yl}carbamate C1=CC=CC=2C3=CC=CC=C3C(C12)COC(=O)N(CCCNC(OC(C)(C)C)=O)CCCCN(CCCNC(OCC1C2=CC=CC=C2C=2C=CC=CC12)=O)C(=O)OCC1C2=CC=CC=C2C=2C=CC=CC12